2-[2-[4-fluoro-2-(2-methyl-5-propan-2-yl-pyrazol-3-yl)oxyphenyl]pyrimidin-5-yl]ethylamine FC1=CC(=C(C=C1)C1=NC=C(C=N1)CCN)OC=1N(N=C(C1)C(C)C)C